C1(=CC=CC=C1)C1=CC=CC(=N1)C=C1CCN(CC1)C(=O)OC(C)(C)C tert-Butyl 4-[(6-phenylpyridin-2-yl)methylidene]piperidine-1-carboxylate